FC(CN1C(=CC=2C(=CC=CC12)NC1CCC(CC1)N1CCOCC1)C#CCNC1=C(C=C(C=C1)S(=O)(=O)C)OC)F 1-(2,2-difluoroethyl)-2-{3-[(4-methanesulfonyl-2-methoxyphenyl)amino]prop-1-yn-1-yl}-N-[(1R,4R)-4-(morpholin-4-yl)cyclohexyl]-1H-indol-4-amine